ClC1=C2C(C3C(OC4=C3C=CC(=C4)OC(F)(F)F)(C2=C(C=C1)[N+](=O)[O-])O)=O chloro-4b-hydroxy-4-nitro-7-(trifluoromethoxy)-4b,9b-dihydro-10H-indeno[1,2-b]benzofuran-10-one